C(C)(C)(C)C=1C=C(C=C(C1O)C)CCC(=O)OC(CCC1=CC(=C(C(=C1)C)O)C(C)(C)C)=O 3-(3-tert-butyl-4-hydroxy-5-methylphenyl)propionic acid anhydride